(2-(Benzyloxy)-4-(difluoromethyl)-6-hydroxyphenyl)(8-((2-methoxyethyl)amino)-3,4-dihydroisoquinolin-2(1H)-yl)methanone C(C1=CC=CC=C1)OC1=C(C(=CC(=C1)C(F)F)O)C(=O)N1CC2=C(C=CC=C2CC1)NCCOC